7-fluoro-N-(1-(methanesulfonyl)-2-methylpropan-2-yl)-2-(pyridin-3-yl)-2H-indazole-4-carboxamide FC1=CC=C(C2=CN(N=C12)C=1C=NC=CC1)C(=O)NC(CS(=O)(=O)C)(C)C